1-(N-pyrrolidinyl)-3-phenylbut-3-ene N1(CCCC1)CCC(=C)C1=CC=CC=C1